CC1=CC=[N+](C=C1)CC(=O)NN 4-methyl-1-(2-hydrazino-2-oxoethyl)-pyridinium